ClC=1C(=C(C=C(C1)N1N=C2C=NC(=CC2=C1)N1CCN(CC1)S(=O)(=O)C)O)F 3-Chloro-2-fluoro-5-(5-(4-(methylsulfonyl)piperazin-1-yl)-2H-pyrazolo[3,4-c]pyridine-2-yl)phenol